1-Ethyl-6-(2-(4-fluoro-3-methylphenyl)pyridin-3-yl)-1H-benzo[d]imidazole C(C)N1C=NC2=C1C=C(C=C2)C=2C(=NC=CC2)C2=CC(=C(C=C2)F)C